S1C=CC=2C(=NC=CC21)B(O)O THIENO[3,2-C]PYRIDINE-4-BORONIC ACID